CC1(C(C1)CCC(=CC=O)C)C 5-(2,2-dimethylcyclopropyl)-3-methyl-2-pentenal